COC1CCN(CC1)[C@@H]1[C@H](CCC1)OC=1C=C2CN(C(C2=CC1)=O)C1C(NC(CC1)=O)=O 3-(5-(((1S,2S)-2-(4-methoxypiperidin-1-yl)cyclopentyl)oxy)-1-oxoisoindolin-2-yl)piperidine-2,6-dione